C1(=CC=CC2=CC=CC=C12)N(C1=CC=C(C=C1)C1=CC=C(C=C1)N(C1=CC=CC=C1)C1=CC=CC2=CC=CC=C12)C1=CC=CC=C1 N,N'-di(1-naphthyl)-N,N'-diphenyl-4,4'-biphenyldiamine